(S)-N1-(1-(2-(bicyclo[1.1.1]pentan-1-ylamino)-2-oxoethyl)-2-oxo-1,2-dihydropyridin-3-yl)-N6-ethyl-2-(5-methyl-1,2,4-oxadiazole-3-carboxamido)-5-oxohexanediamide C12(CC(C1)C2)NC(CN2C(C(=CC=C2)NC([C@H](CCC(C(=O)NCC)=O)NC(=O)C2=NOC(=N2)C)=O)=O)=O